OC(C=1C=C(C=CC1)NC(=O)C=1N(N=C(C1)C(F)(F)F)C1=CC(=CC=C1)C#N)C1=CC=CC=C1 2-(3-cyano-phenyl)-5-trifluoromethyl-2H-pyrazole-3-carboxylic acid [3-(hydroxy-phenyl-methyl)-phenyl]-amide